[Cl-].C(CCCCCCCC=C)(=O)[O-].C(CCCCCCCC=C)(=O)[O-].[Al+3] aluminum di(9-decenoate) monochloride